diphenyl-thiocarbamic acid C1(=CC=CC=C1)N(C(O)=S)C1=CC=CC=C1